N-[6-(4-{2-[(tert-butyldimethylsilyl)oxy]ethoxy}-6-chloropyridin-3-yl)-7-{[2-(trimethylsilyl)ethoxy]methyl}-7H-pyrrolo[2,3-d]pyrimidin-4-yl]carbamic acid tert-butyl ester C(C)(C)(C)OC(NC=1C2=C(N=CN1)N(C(=C2)C=2C=NC(=CC2OCCO[Si](C)(C)C(C)(C)C)Cl)COCC[Si](C)(C)C)=O